Br.BrC1=CC(=C(C=C1OC)[C@H]1CNCC1)OC (S)-3-(4-bromo-2,5-dimethoxyphenyl)pyrrolidine Hydrobromide